ClC1=C2C(=NS1)C=CC=C2 3-chlorobenzo[c]isothiazole